OC1=CC(=NC=C1)NC([C@H](C1CCC(CC1)C)NC(OC(C)(C)C)=O)=O tert-butyl ((S)-2-((4-hydroxypyridin-2-yl)amino)-1-((1r,4S)-4-methylcyclohexyl)-2-oxoethyl)carbamate